CCCCC(C)OC=O 5-hexylformate